1,4-Bis(trimethylsiloxy)benzene tert-butyl-4-(4-(4,4,5,5-tetramethyl-1,3,2-dioxaborolan-2-yl)phenyl)piperazine-1-carboxylate C(C)(C)(C)OC(=O)N1CCN(CC1)C1=CC=C(C=C1)B1OC(C(O1)(C)C)(C)C.C[Si](OC1=CC=C(C=C1)O[Si](C)(C)C)(C)C